2-(2-(5-(2-Oxohexahydro-1H-thieno[3,4-d]imidazol-4-yl)pentanamido)ethoxy)ethyl (3-((2-(5-fluoroisoindolin-2-yl)-2-oxoethyl)amino)adamantan-1-yl)carbamate FC=1C=C2CN(CC2=CC1)C(CNC12CC3(CC(CC(C1)C3)C2)NC(OCCOCCNC(CCCCC2SCC3NC(NC32)=O)=O)=O)=O